C[Si](OC1(CCCCC1)C(=O)ON1C(CCC1=O)=O)(C)C 2,5-dioxopyrrolidin-1-yl 1-((trimethyl silyl)oxy)cyclohexane-1-carboxylate